3-fluoro-4-[3-(methoxycarbonyl)-5-(5-methyl-1,3-thiazol-2-yl)phenoxy]piperidine-1-carboxylic acid tert-butyl ester C(C)(C)(C)OC(=O)N1CC(C(CC1)OC1=CC(=CC(=C1)C=1SC(=CN1)C)C(=O)OC)F